C(C)(C)(C)OC(=O)N1C[C@H](C=CCC1)N (S)-3-amino-2,3,6,7-tetrahydro-1H-azepine-1-carboxylic acid tert-butyl ester